tert-butyl-1-(3-amino-1-bicyclo[1.1.1]pentanyl)-3-cyclopropyl-5-(2-fluoro-4-iodo-anilino)-6,8-dimethyl-pyrido[4,3-d]pyrimidine-2,4,7-trione C(C)(C)(C)C12C(N(C(N(C1=O)C1CC1)=O)C13CC(C1)(C3)N)=C(C(N(C2NC2=C(C=C(C=C2)I)F)C)=O)C